1-[3-(1-Hydroxyethyl)-6-[6-[(6-methylpyridazin-3-yl)amino]benzimidazol-1-yl]-2-pyridyl]-3-methyl-azetidine-3-carbonitrile OC(C)C=1C(=NC(=CC1)N1C=NC2=C1C=C(C=C2)NC=2N=NC(=CC2)C)N2CC(C2)(C#N)C